C(C)(C)(C)C1N(CC[C@H]([C@@H]1F)NC1=NN2C(C=N1)=C(N=C2CC(C)C)Cl)C(=O)OC2(C(OC1=CC=CC(=C1C2(O[SiH2]C(C2=CC=CC=C2)C2=CC=CC=C2)O[SiH2]C(C2=CC=CC=C2)C2=CC=CC=C2)O[SiH2]C(C2=CC=CC=C2)C2=CC=CC=C2)(C2=CC=CC=C2)O[SiH2]C(C2=CC=CC=C2)C2=CC=CC=C2)O[SiH2]C(C2=CC=CC=C2)C2=CC=CC=C2 penta(benzhydrylsiloxy)flavan-3-ol tert-butyl-(3S,4R)-4-{[5-chloro-7-(2-methylpropyl)imidazo[4,3-f][1,2,4]triazin-2-yl]amino}-3-fluoropiperidine-1-carboxylate